3-(difluoromethyl)-1-methyl-1H-pyrazol-4-carboxamide FC(C1=NN(C=C1C(=O)N)C)F